C(C)OC=1C=CC(=NC1)C=1N=C(SC1)NC1=NC(=CC=C1)C 4-(5-ethoxypyridin-2-yl)-N-(6-methylpyridin-2-yl)thiazol-2-amine